OC1=CC=C(C=C1)C1=CC=C(C=C1)C(N)=S 4'-hydroxybiphenyl-4-thiocarboxamide